N1(NCC=C1)C=1C(OC2=CC=CC=C2C1)=O dihydropyrazolyl-coumarin